C1OCC12CN(C2)[C@H](C)C2=CC=C(C=C2)C=2C=NC(=C(C(=O)NC1CCC(CC1)O)C2)N 5-(4-((R)-1-(2-oxa-6-azaspiro[3.3]hept-6-yl)ethyl)phenyl)-2-amino-N-((1R,4R)-4-hydroxycyclohexyl)nicotinamide